(4-((7-fluoro-4-oxo-3,4-dihydro-5H-pyrrolo[3,2-d]pyrimidin-5-yl)methyl)phenyl)boronic acid FC1=CN(C2=C1N=CNC2=O)CC2=CC=C(C=C2)B(O)O